(S)-3-Fluoro-9-(2-methoxy-ethyl)-2-((R)-3-methylmorpholin-4-yl)-8-trifluoromethyl-6,7,8,9-tetrahydro-pyrimido[1,2-a]-pyrimidin-4-one FC1=C(N=C2N(C1=O)CC[C@H](N2CCOC)C(F)(F)F)N2[C@@H](COCC2)C